tert-butyl (R)-2-(3-(3-((4-isopropylbenzyl)carbamoyl)piperidin-1-yl)phenoxy)-2-methylpropanoate C(C)(C)C1=CC=C(CNC(=O)[C@H]2CN(CCC2)C=2C=C(OC(C(=O)OC(C)(C)C)(C)C)C=CC2)C=C1